3-(1,1,1,3,5,5,5-heptamethyltrisiloxan-3-yl)propanal C[Si](O[Si](O[Si](C)(C)C)(C)CCC=O)(C)C